C1(CCC1)N1C(=NC2=C1C=C(C=C2)C(F)F)NC(CC(C)(C)C)=O N-(1-cyclobutyl-6-(difluoromethyl)-1H-benzo[d]imidazol-2-yl)-3,3-dimethylbutanamide